tert-butyl 2-(4-amino-1-methyl-1H-pyrazolo[4,3-c]quinoline-8-carbonyl)-2-((5-(trifluoromethyl)pyridin-2-yl)methyl)hydrazine-1-carboxylate NC1=NC=2C=CC(=CC2C2=C1C=NN2C)C(=O)N(NC(=O)OC(C)(C)C)CC2=NC=C(C=C2)C(F)(F)F